CN(C(/C=C/C=1C=C2CC(C(NC2=NC1)=O)CNC(OC(C)(C)C)=O)=O)CC=1OC2=C(C1C)C=CC=C2 Tert-butyl (E)-((6-(3-(methyl((3-methylbenzofuran-2-yl)methyl)amino)-3-oxoprop-1-en-1-yl)-2-oxo-1,2,3,4-tetrahydro-1,8-naphthyridin-3-yl)methyl)carbamate